FC1=CC=C(CC2=CC(=CC=3N=CSC32)[N+](=O)[O-])C=C1 7-(4-fluorobenzyl)-5-nitrobenzo[d]thiazole